ClC1=NC(=C2C(=N1)N(N=C2)[C@H]2[C@@H]([C@@]([C@H](O2)CO)(O)C(F)F)O)N2C[C@@H]1[C@H](C2)CCC1 (2R,3S,4R,5R)-5-(6-chloro-4-((3aR,6aS)-hexahydrocyclopenta[c]pyrrol-2(1H)-yl)-1H-pyrazolo[3,4-d]pyrimidin-1-yl)-3-(difluoromethyl)-2-(hydroxymethyl)tetrahydrofuran-3,4-diol